N-(3-(aminomethyl)-5-fluorophenyl)-1,3,4-thiadiazol-2-amine NCC=1C=C(C=C(C1)F)NC=1SC=NN1